FC1=NC(=NC=C1)NN fluoro-2-hydrazinopyrimidine